N-Boc-O-tert-butyl-L-seryl-O-tert-butyl-L-serine C(=O)(OC(C)(C)C)N[C@@H](COC(C)(C)C)C(=O)N[C@@H](COC(C)(C)C)C(=O)O